COC1=CC=C(CN2C(NC=3C2=NC=CC3)=O)C=C1 3-(4-methoxybenzyl)-1,3-dihydro-2H-imidazo[4,5-b]pyridin-2-one